FC=1C=CC(=C(C#N)C1)CN1CCOCC1 5-fluoro-2-(morpholinomethyl)benzonitrile